4,4,5,5-tetramethyl-2-[3-(1-pyrenyl)phenyl]-1,3,2-dioxaborolane CC1(OB(OC1(C)C)C1=CC(=CC=C1)C1=CC=C2C=CC3=CC=CC4=CC=C1C2=C34)C